1-(4-((7-(benzyloxy)-6-methoxyquinazolin-4-yl)oxy)-2-chlorophenyl)-3-(3-fluoro-4-methylphenyl)urea C(C1=CC=CC=C1)OC1=C(C=C2C(=NC=NC2=C1)OC1=CC(=C(C=C1)NC(=O)NC1=CC(=C(C=C1)C)F)Cl)OC